ClC1=CC(=C(C=C1)C1(OC2=C(O1)C=CC=C2C2CCN(CC2)CC=2N(C(=CN2)/C=C/C(=O)O)CCN(S(=O)(=O)C)C)C)F (E)-3-(2-((4-(2-(4-chloro-2-fluorophenyl)-2-methylbenzo[d][1,3]dioxol-4-yl)piperidin-1-yl)methyl)-1-(2-(N-methylmethyl-sulfonamido)ethyl)-1H-imidazol-5-yl)acrylic acid